2,6-dimethylbenzene-1,3,5-triamine CC1=C(C(=C(C=C1N)N)C)N